NC1=NC(=C(C=2N1C(N(N2)C[C@@H]2N(CCNC2)C)=O)C2=CC(=NC(=C2)C)C)C2=CC=CC=C2 5-amino-8-(2,6-dimethyl-4-pyridinyl)-2-[[(2R)-1-methylpiperazin-2-yl]methyl]-7-phenyl-[1,2,4]triazolo[4,3-c]pyrimidin-3-one